N-tertiary-butyl-nitrone C(C)(C)(C)[N+](=C)[O-]